Cl.N1(CCNCC1)C1=CC=C(C=C1)N1C(NC(CC1)=O)=O 1-(4-(piperazin-1-yl)phenyl)dihydropyrimidine-2,4(1H,3H)-dione HCl